3-glycidylhydantoin C(C1CO1)N1C(NCC1=O)=O